C1(CC1)S(=O)(=O)NC1=CC(=NC=C1)CNC(=O)C=1C=C2N=C(C(NC2=CC1)=O)CC N-((4-(cyclopropanesulfonamido)pyridin-2-yl)methyl)-3-ethyl-2-oxo-1,2-dihydroquinoxaline-6-carboxamide